(R)-N-((S)-2,4-dimethyl-5-oxo-5,6,7,8-tetrahydro-4H-pyrazolo[1,5-a][1,3]diazepin-6-yl)-1-ethyl-1-methyl-1,3-dihydrofuro[3,4-c]pyridine-6-carboxamide CC1=NN2C(N(C([C@H](CC2)NC(=O)C2=CC3=C(C=N2)CO[C@]3(C)CC)=O)C)=C1